COC=1C=C2CCNCC2=CC1NC1=NC=C(C(=N1)NC1CCN(CC1)S(=O)(=O)C)C(F)(F)F N2-(6-methoxy-1,2,3,4-tetrahydroisoquinolin-7-yl)-N4-(1-methylsulfonyl-4-piperidyl)-5-(trifluoromethyl)pyrimidine-2,4-diamine